methyl azetidin-3-carboxylate N1CC(C1)C(=O)OC